4,5-dimethyl-1,3-phenylene diacetate C(C)(=O)OC1=CC(=C(C(=C1)C)C)OC(C)=O